[2H]C([C@@](C#C[Si](C)(C)C)(O)COC([2H])([2H])[2H])(C([2H])([2H])[2H])[2H] (3S)-4,4,5,5,5-pentadeuterio-3-(trideuteriomethoxymethyl)-1-trimethylsilyl-pent-1-yn-3-ol